ClC1=NNC=C1NC(OC(C)(C)C)=O tert-Butyl (3-chloro-1H-pyrazol-4-yl)carbamate